BrC1=CN=C(N1C(CO[Si](C)(C)C(C)(C)C)C)CCl 5-bromo-1-(1-((tert-butyldimethylsilyl)oxy)propan-2-yl)-2-(chloromethyl)-1H-imidazole